2-chloro-5-{[(2,2-dimethylpropionyl)amino]methyl}-N-{1-[4-(trifluoromethyl)benzyl]-1H-indazol-4-yl}benzamide ClC1=C(C(=O)NC2=C3C=NN(C3=CC=C2)CC2=CC=C(C=C2)C(F)(F)F)C=C(C=C1)CNC(C(C)(C)C)=O